C/C(=C/C(C)=O)/O[Fe](O\C(=C/C(C)=O)\C)O\C(=C/C(C)=O)\C tris[(Z)-1-methyl-3-oxo-but-1-enoxy]iron